C(C)(=O)O[C@@H]1[C@@H]([C@H](O)O[C@@H]([C@H]1O)CO)O 3-O-acetyl-β-D-mannopyranose